NCC1(OC2=C(C1)C=C(C=C2[C@@H](C)NC2=NC=1N(C=C2)N=CC1C(=O)O)F)CO 5-(((1R)-1-(2-(aminomethyl)-5-fluoro-2-(hydroxy-methyl)-2,3-dihydrobenzofuran-7-yl)ethyl)amino)pyrazolo[1,5-a]pyrimidine-3-carboxylic acid